The molecule is an apo carotenoid C25 terpenoid compound arising from oxidative degradation of the beta,beta-carotene skeleton at the 12'-position. It is an enal and an apo carotenoid C25 terpenoid. CC1=C(C(CCC1)(C)C)/C=C/C(=C/C=C/C(=C/C=C/C=C(\\C)/C=O)/C)/C